2-((1R,3S)-3-methoxycyclohexyl)propan CO[C@@H]1C[C@@H](CCC1)C(C)C